5-chloro-2-acetamidothiophene-3-carboxylic acid ClC1=CC(=C(S1)NC(C)=O)C(=O)O